O1[C@@H](CC1)CN1C=NC=2C1=NC(=CC2)C(=O)O 3-[[(2S)-oxetan-2-yl]methyl]imidazo[4,5-b]pyridine-5-carboxylic acid